3-methyl-1,2,3-oxathiazinan-2,2-dioxide CN1S(OCCC1)(=O)=O